3-(3-((5-(difluoromethyl)-2-((3-methyl-1-(1-methylpyrrolidin-3-yl)-1H-pyrazol-4-yl)amino)pyrimidin-4-yl)amino)propyl)-6,6-dimethyl-1,3-oxazinan-2-one FC(C=1C(=NC(=NC1)NC=1C(=NN(C1)C1CN(CC1)C)C)NCCCN1C(OC(CC1)(C)C)=O)F